C1(CC2C(CC1)O2)CC[SiH](OCC)OCC (3,4-epoxycyclohexyl)ethyl-diethoxysilane